N1N=NN=C1CCCCCCCCCCCCCCCC(=O)NS(=O)(=O)CCCC(=O)O 4-(N-(16-(1H-tetrazol-5-yl)hexadecanoyl)sulfamoyl)butyric acid